[Si](C1=CC=CC=C1)(C1=CC=CC=C1)(C(C)(C)C)OC[C@H]1N(CC(=C1)C1=CC=CC=C1)C(=O)OC(C)(C)C tert-butyl (S)-2-(((tert-butyldiphenylsilyl)oxy)methyl)-4-phenyl-2,5-dihydro-1H-pyrrole-1-carboxylate